5-(2,3-Difluorophenyl)-N-(5-{[(1S,2S)-2-hydroxycyclohexyl]carbamoyl}-2-methylphenyl)pyridine-3-carboxamide FC1=C(C=CC=C1F)C=1C=C(C=NC1)C(=O)NC1=C(C=CC(=C1)C(N[C@@H]1[C@H](CCCC1)O)=O)C